CN1CCC(CC1)N1C=CC2=CC(=CC=C12)N 1-(1-methylpiperidin-4-yl)-1H-indol-5-amine